FC=1C=C(C=C(C1)N1CCN(CC1)CC(=O)OC)\C=C(/C)\C1OC(CC(CCC(C(C=CC1C)OC(=O)N1CCNCC1)C)O)=O 2-((E)-1-(3-fluoro-5-(4-(2-methoxy-2-oxoethyl) piperazin-1-yl) phenyl) prop-1-en-2-yl)-10-hydroxy-3,7-dimethyl-12-oxooxacyclododeca-4-en-6-ylpiperazine-1-carboxylate